CC1(OB(OC1(C)C)C1=CC=2C3=CC=CC=C3C3=CC=CC=C3C2C=C1)C 4,4,5,5-tetramethyl-2-(triphenylen-2-yl)-1,3,2-dioxaborolan